CC1=CC=C(CCNC2=NC3=CC=CC=C3C(=N2)NCCN2CCN(CC2)C)C=C1 N2-(4-methylphenethyl)-N4-(2-(4-methylpiperazin-1-yl)ethyl)quinazoline-2,4-diamine